1-[5-(azetidin-3-yl)-2-pyridinyl]-3-(trifluoromethyl)azetidin-3-ol N1CC(C1)C=1C=CC(=NC1)N1CC(C1)(O)C(F)(F)F